NCC1=CC=C(C=C1)NC(=O)C1=CC2=C(OCCC3=C2SC=C3)C=C1C=1C(=NC(=CC1)C(NC1CCOCC1)=O)C(=O)OC methyl 3-(9-((4-(aminomethyl)phenyl)carbamoyl)-4,5-dihydrobenzo[b]thieno[2,3-d]oxepin-8-yl)-6-((tetrahydro-2H-pyran-4-yl)carbamoyl)picolinate